N1=C(C=CC=C1)C1=CC=NC=2N1N=C(N2)N 7-(2-pyridyl)[1,2,4]triazolo[1,5-a]pyrimidin-2-amine